6-deoxy-2-O-methyl-L-ascorbic acid COC=1C(=O)O[C@@H](C1O)[C@@H](O)C